tert-Butyl-4-methylphenyl-methyl-pentaerythritol diphosphite OP(O)OP(O)O.C(C)(C)(C)C(C(C(O)(C)C1=CC=C(C=C1)C)(CO)CO)O